C(C)O[C@@H]1CN2C(OC1)=C(C=N2)S(=O)(=O)OC2=C(C=C(C=C2Cl)Cl)Cl |r| rac-2,4,6-trichlorophenyl 6-ethoxy-6,7-dihydro-5H-pyrazolo[5,1-b][1,3]oxazine-3-sulfonate